1-(8-hydroxy-2,2-dimethyl-2H-benzopyran-7-yl)ethanone OC1=C(C=CC=2C=CC(OC21)(C)C)C(C)=O